2-bromo-6-trifluoromethyl-aniline BrC1=C(N)C(=CC=C1)C(F)(F)F